tert-butyl (R)-7-benzyl-3,3-dimethyl-2-oxoazepane-1-carboxylate C(C1=CC=CC=C1)[C@H]1CCCC(C(N1C(=O)OC(C)(C)C)=O)(C)C